N-(3-nitrobenzyl)-carbazole [N+](=O)([O-])C=1C=C(CN2C3=CC=CC=C3C=3C=CC=CC23)C=CC1